C(C)(=O)NC=1C=C(C=CC1)B(O)O (3-acetamidophenyl)boronic acid